4-(pyridin-2-yl)-1,3-thiazol-2-amine N1=C(C=CC=C1)C=1N=C(SC1)N